C(C)O[SiH](Cl)OCC diethoxychlorosilane